OC(CN1CCOCC1)(C)C1=CC=2N(C=C1)C(=CN2)C2=C(C(=O)N)C(=CC=C2)OC 7-(1-hydroxy-1-methyl-2-morpholino-ethyl)imidazo[1,2-a]pyridin-3-yl-6-methoxy-benzamide